FC1=C2C=C(C=NC2=CC=C1)C(=O)O 5-fluoroquinoline-3-carboxylic acid